3-Methyl-6-((7-methylquinazolin-6-yl)amino)-1-(tetrahydro-2H-pyran-4-yl)-1,3-dihydro-2H-imidazo[4,5-c]pyridin-2-one CN1C(N(C2=C1C=NC(=C2)NC=2C=C1C=NC=NC1=CC2C)C2CCOCC2)=O